N[C@@H]1[C@@H](CC2=CC(=CC=C12)C)O (1S,2R)-1-amino-5-methyl-2,3-dihydro-1H-inden-2-ol